ClC=1C(=C2C=NNC2=CC1C)C=1C(=NN(C1C)C1CC2(CN(C2)C(C=C)=O)C1)C1=CC=C(C=C1)CO 1-(6-(4-(5-Chloro-6-methyl-1H-indazol-4-yl)-3-(4-(hydroxymethyl)phenyl)-5-methyl-1H-pyrazol-1-yl)-2-azaspiro[3.3]heptan-2-yl)prop-2-en-1-on